BrC1=CC(=NN1C1=CC=C(C=C1)N1CCN(CC1)CCO)N1C(=CC=C1C)C 2-(4-(4-(5-bromo-3-(2,5-dimethyl-1H-pyrrol-1-yl)-1H-pyrazol-1-yl)phenyl)piperazin-1-yl)ethan-1-ol